ClC1=C(C(=NC=C1C(=O)O)CO)C1=CC=C(C=C1)F 4-chloro-5-(4-fluorophenyl)-6-(hydroxymethyl)nicotinic acid